2,2'-methylene-bis(4-methyl-6-cyclohexyl-phenol) C(C1=C(C(=CC(=C1)C)C1CCCCC1)O)C1=C(C(=CC(=C1)C)C1CCCCC1)O